(20Z)-N,N-dimethyl-heptacosan-20-en-10-amine CN(C(CCCCCCCCC)CCCCCCCCC\C=C/CCCCCC)C